C(C)C1=CC=C(C=C1)N(S(=O)(=O)C=1C=C2C(CC(OC2=CC1)C1CCNCC1)O)CC(C)C N-(4-ethylphenyl)-4-hydroxy-N-isobutyl-2-(piperidin-4-yl)chroman-6-sulfonamide